3-((5-(5-(difluoromethyl)-1,3,4-oxadiazol-2-yl)pyridin-2-yl)methyl)-1-(3,4-difluorophenyl)-5,5-dimethylimidazolidin-2,4-dione FC(C1=NN=C(O1)C=1C=CC(=NC1)CN1C(N(C(C1=O)(C)C)C1=CC(=C(C=C1)F)F)=O)F